COC=1C=C2C(=NC(=NC2=CC1OC)C)NC(C)C=1C=C(SC1)C=1C=NN(C1)CCO 2-[4-(4-{1-[(6,7-dimethoxy-2-methylquinazolin-4-yl)amino]ethyl}thiophen-2-yl)-1H-pyrazol-1-yl]ethanol